2,6-naphthyridin-2-ium bromide [Br-].C1=[NH+]C=CC2=CN=CC=C12